C(C)(C)(C)OC(=O)N(C(OC(C)(C)C)=O)C1=NC=CC(=N1)C1=C(C=2C(NCC(C2N1)CCOC)=O)I tert-butyl N-(tert-butoxycarbonyl)-N-[4-[3-iodo-7-(2-methoxyethyl)-4-oxo-1H,5H,6H,7H-pyrrolo[3,2-c]pyridin-2-yl]pyrimidin-2-yl]carbamate